ClC1=CC(=NC=C1)N1C(C=2CCC(CC2C=N1)C1=C(C=C(C=C1)C)C)=O 2-(4-Chloropyridin-2-yl)-6-(2,4-dimethylphenyl)-5,6,7,8-tetrahydrophthalazin-1(2H)-one